Methyl-4-fluoro-benzoic acid CC1=C(C(=O)O)C=CC(=C1)F